cis-7-methyl-N-(3,4,5-trifluorophenyl)-2,3,3a,4,10,10a-hexahydro-1H,7H-dipyrrolo[3,4-b:3',4'-f][1,4,5]oxathiazocine-8-carboxamide 5,5-dioxide hydroiodide I.CN1C(=C2OC[C@@H]3[C@H](NS(C2=C1)(=O)=O)CNC3)C(=O)NC3=CC(=C(C(=C3)F)F)F